2-(4-chloro-2-fluorobenzyl)-5-fluoropyridine 1-oxide ClC1=CC(=C(CC2=[N+](C=C(C=C2)F)[O-])C=C1)F